O1CCN(CC1)C1=CC=C(C=C1)C=1C=CC=C2C=NC(=NC12)NC1=CC(=C(C(=C1)OC)OC)OC 8-(4-morpholinophenyl)-N-(3,4,5-trimethoxyphenyl)quinazolin-2-amine